FC=1C=NC(=NC1)C=1C=C(C=CC1C)NC(=O)N1[C@H]2C[C@@H](C[C@@]1(C2)C=2N=NC=CN2)C (1R,3S,5S)-N-(3-(5-fluoropyrimidin-2-yl)-4-methylphenyl)-3-methyl-1-(1,2,4-triazin-3-yl)-6-azabicyclo[3.1.1]heptane-6-carboxamide